C1(CC1)N1C=C(C(C2=CC(=C(C(=C12)OC)N1CC(N(CC1)C(CCC(=O)NC1=CC(=C(C=C1)C(=O)OCC)O)=O)C)F)=O)C(=O)O 1-Cyclopropyl-7-(4-(4-((4-(ethoxycarbonyl)-3-hydroxyphenyl)amino)-4-oxobutanoyl)-3-methylpiperazin-1-yl)-6-fluoro-8-methoxy-4-oxo-1,4-dihydroquinoline-3-carboxylic acid